N1C=C(C2=CC=CC=C12)C=1C=C(SC1)C(CCC(=O)O)=O 4-(4-(1H-indol-3-yl)thiophen-2-yl)-4-oxobutanoic acid